2-((4-(4-nitrophenyl)piperazin-1-yl)methyl)-1H-benzo[d]imidazole [N+](=O)([O-])C1=CC=C(C=C1)N1CCN(CC1)CC1=NC2=C(N1)C=CC=C2